Cl.C1(CC1)C(N)C12CC(C1)(C2)C2=CC=C(C=C2)OC cyclopropyl(3-(4-methoxyphenyl)bicyclo[1.1.1]pentan-1-yl)methanamine hydrochloride